FC(C=1C=C(C(=O)C=2C=CC3=C(C(=CS3)C3=CCN4CCCCC4CC3)C2)C=CC1)(F)F 5-(3-trifluoromethylbenzoyl)-3-(1-azabicyclo[5.4.0]undec-3-en-4-yl)-benzothiophene